NC=1C(=NC(=CN1)C1=C(C=CC(=C1)C1=C2N(N=C1)CC(C2)(C)C)O)C(=O)N[C@@H]2CNC[C@H](C2)F 3-amino-6-(5-(5,5-dimethyl-5,6-dihydro-4H-pyrrolo[1,2-b]pyrazol-3-yl)-2-hydroxyphenyl)-N-((3S,5S)-5-fluoropiperidin-3-yl)pyrazine-2-carboxamide